OC1CN(CCC1)C(CNC(=O)C1=CC2=C(N(C(=N2)NC=2SC3=C(N2)C=CC(=C3)OC(F)(F)F)C)C=C1)=O 1-Methyl-2-(6-trifluoromethoxy-benzothiazol-2-ylamino)-1H-benzoimidazole-5-carboxylic acid [2-(3-hydroxy-piperidin-1-yl)-2-oxo-ethyl]-amide